(E)-methyl-3-(4-((2-methoxy-5-((Z)-3,4,5-trimethoxystyryl) phenoxy)methyl) phenyl)-1-methyltriaz-2-ene-1-carboxylate COC(=O)N(\N=N\C1=CC=C(C=C1)COC1=C(C=CC(=C1)\C=C/C1=CC(=C(C(=C1)OC)OC)OC)OC)C